4-(3-aminocyclohexyl)-3-chloro-5-fluoro-2-methyl-1H-indole-7-carboxamide hydrochloride Cl.NC1CC(CCC1)C1=C2C(=C(NC2=C(C=C1F)C(=O)N)C)Cl